1,3-dimethyl-hydantoin 4-nitrophenyl-(1-amino-7-((6-(2-((R)-1-(ethylamino)ethyl)-5-fluoropyridin-4-yl)imidazo[1,2-a]pyrazin-8-yl)oxy)-1-oxoheptan-2-yl)carbamate [N+](=O)([O-])C1=CC=C(C=C1)N(C(O)=O)C(C(=O)N)CCCCCOC=1C=2N(C=C(N1)C1=CC(=NC=C1F)[C@@H](C)NCC)C=CN2.CN2C(=O)N(C(=O)C2)C